methyl 2-amino-6-bromo-3,5-difluorobenzoate NC1=C(C(=O)OC)C(=C(C=C1F)F)Br